1,2,3-Trinonanoylglycerin C(CCCCCCCC)(=O)OCC(OC(CCCCCCCC)=O)COC(CCCCCCCC)=O